C1=CC=CC=2C3=CC=CC=C3C(C12)COC(=O)N[C@H](C(=O)O)CCCCN(C(C)=O)C (2S)-2-({[(9H-fluoren-9-yl)methoxy]carbonyl}amino)-6-(N-methylacetamido)hexanoic acid